N1(CC[C@@H]2[C@H]1CNC2)C2=CC1=C(C[C@H](CO1)NC(=O)C1=C(C=3C(=NC(=CC3)C)S1)N)C=C2 N-[(3R)-7-[(3aS,6aS)-octahydropyrrolo[2,3-c]pyrrol-1-yl]-3,4-dihydro-2H-1-benzopyran-3-yl]-3-amino-6-methylthieno[2,3-b]pyridine-2-carboxamide